BrCC=1C(=CC(NN1)=O)C(F)(F)F 6-(bromomethyl)-5-(trifluoromethyl)pyridazine-3(2H)-one